Cl.O1N=C(C2=C1C=CC=C2)C2=C(C=CC(=C2)C)[C@H](CC2=NC=CC=C2)N (S)-1-[2-(Benzo[d]isoxazol-3-yl)-4-methylphenyl]-2-(pyridine-2-yl)ethan-1-amine hydrochloride